BrC1=CC=C(C=C1)NC1=C(C(=C(C=C1[N+](=O)[O-])F)OC)F N-(4-bromophenyl)-2,4-difluoro-3-methoxy-6-nitroaniline